FC(OC1=CC=C(C=C1)C=1C=C(N=NC1OC)NC1=NC(=NC=C1F)N1C[C@H](O[C@H](C1)C)C)F 5-(4-(difluoromethoxy)phenyl)-N-(2-((2R,6S)-2,6-dimethylmorpholino)-5-fluoropyrimidin-4-yl)-6-methoxypyridazin-3-amine